2,4,6-tris(α-hydroxyisopropyl)phenyl methyl ketone CC(=O)C1=C(C=C(C=C1C(C)(C)O)C(C)(C)O)C(C)(C)O